C(C)(C)(C)OC(NC=1SC2=C(C1C#N)C(=CC=C2)B2OC(CO2)(C)C)=O N-[3-cyano-4-(5,5-dimethyl-1,3,2-dioxaborolan-2-yl)benzothien-2-yl]carbamic acid tert-butyl ester